4-hydroxybenzoic acid (para-hydroxybenzoate) OC1=CC=C(C(=O)O)C=C1.OC1=CC=C(C(=O)O)C=C1